NC=1C(=NC=C(N1)N1CCC(CC1)(C)N)SC=1C(=C(C=CC1)NCC=1C=C(C=CC1)N1C(NC(CC1)=O)=O)Cl 1-(3-(((3-((3-amino-5-(4-amino-4-methylpiperidin-1-yl)pyrazin-2-yl)thio)-2-chlorophenyl)amino)methyl)phenyl)dihydropyrimidine-2,4(1H,3H)-dione